3-but-3-enoxy-5-fluoro-2-iodo-pyridine C(CC=C)OC=1C(=NC=C(C1)F)I